C(C)[C@H]1[C@H]([C@H]2[C@@H]3CC[C@H]([C@@H](CCC(=O)O)C)[C@]3(CC[C@@H]2[C@]2(CC[C@H]([C@@H]([C@@H]12)F)O)C)C)O[Si](C)(C)C C,6α-ethyl-4β-fluoro-7α-trimethylsiloxy-3α-hydroxy-5β-cholanic acid